S1C(=CC=C1)C1=NOC(=N1)C(=O)OC methyl 3-(thiophen-2-yl)-1,2,4-oxadiazole-5-carboxylate